ClC=1C=C(NC2(CCC3([C@H](CC4=CC=CC=C34)C[C@H](COC3=CC=NC=4NCCC(C34)C)C)CC2)C(=O)O)C=CC1 (1r,2'S,4S)-4-(3-chloroanilino)-2'-{(2R)-2-methyl-3-[(5-methyl-5,6,7,8-tetrahydro-1,8-naphthyridin-4-yl)oxy]propyl}-2',3'-dihydrospiro[cyclohexane-1,1'-indene]-4-carboxylic acid